5-[cis-4-[2-cyano-4-(trifluoromethyl)phenoxy]-2-cyclopropylpiperidin-1-yl]-2'-ethoxy-N-[(3R)-pyrrolidin-3-yl]-[2,3'-bipyridine]-6-carboxamide C(#N)C1=C(O[C@@H]2C[C@@H](N(CC2)C=2C=CC(=NC2C(=O)N[C@H]2CNCC2)C=2C(=NC=CC2)OCC)C2CC2)C=CC(=C1)C(F)(F)F